(7-methyl-1H-indazol-5-yl)methanone CC=1C=C(C=C2C=NNC12)C=O